C(C)C1CS(C2=C(N(C1)C1=CC=CC=C1)C=C(C(=C2)O/C=C/C(=O)O)SC)(=O)=O (E)-3-((3-ethyl-7-(methylsulfanyl)-1,1-dioxido-5-phenyl-2,3,4,5-tetrahydro-1,5-benzothiazepin-8-yl)oxy)acrylic acid